(R)-1-(8-fluoro-4-((1-methyl-1H-pyrazol-4-yl)methylene)-3,4-dihydro-2H-pyrano[2,3-b]quinoxalin-6-yl)ethan-1-amine FC1=CC(=C2N=C3C(=NC2=C1)OCCC3=CC=3C=NN(C3)C)[C@@H](C)N